1-(5-tert-butyl-isoxazol-3-yl)-3-{4-[5-(3-methyl-oxetan-3-ylmethoxy)-benzimidazol-1-yl]-phenyl}urea C(C)(C)(C)C1=CC(=NO1)NC(=O)NC1=CC=C(C=C1)N1C=NC2=C1C=CC(=C2)OCC2(COC2)C